1,3,5-tris[[3,5-bis(1,1-dimethylethyl)-4-hydroxyphenyl]methyl]-1,3,5-triazine-2,4,6(1H,3H,5H)-trion CC(C)(C)C=1C=C(C=C(C1O)C(C)(C)C)CN1C(N(C(N(C1=O)CC1=CC(=C(C(=C1)C(C)(C)C)O)C(C)(C)C)=O)CC1=CC(=C(C(=C1)C(C)(C)C)O)C(C)(C)C)=O